4-methyl-1,2-cyclohexanediol CC1CC(C(CC1)O)O